COC1CCN(CC1)C1=C(C=C(S1)C(=O)OC)[N+](=O)[O-] methyl 5-(4-methoxypiperidin-1-yl)-4-nitrothiophene-2-carboxylate